ClC=1C=C(C=CC1Cl)C=1C=C2CCC(N(C2=CC1)CCN1CCCCC1)=O 6-(3,4-dichlorophenyl)-1-(2-(piperidin-1-yl)ethyl)-3,4-dihydroquinolin-2(1H)-one